ClC=1C=C(C=C(C1)NS(=O)(=O)C)NC(=O)C=1SC(=C(C1)C1=NC=C(C=N1)OC(CO)(C)C)C N-(3-chloro-5-(methylsulfonamido)phenyl)-4-(5-((1-hydroxy-2-methylpropan-2-yl)oxy)pyrimidin-2-yl)-5-methylthiophene-2-carboxamide